O[C@H]1[C@@H](CCCC1)NC=1N=NC(=C2C1C=NC=C2)C2=C(C=C1C(CCO1)=C2O)COC 5-[4-[[(1R,2R)-2-Hydroxycyclohexyl]amino]pyrido[3,4-d]pyridazin-1-yl]-6-(methoxymethyl)-2,3-dihydrobenzofuran-4-ol